C(C=1C(C(=O)O)=CC=CC1)(=O)O.C(C=1C(C(=O)O)=CC=CC1)(=O)O phthalic acid, phthalate salt